tert-Butyl (2-((3S,5s)-5-((benzyloxy)methyl)-1-(4-methoxybenzyl)pyrrolidin-3-yl)propan-2-yl)carbamate C(C1=CC=CC=C1)OC[C@@H]1C[C@@H](CN1CC1=CC=C(C=C1)OC)C(C)(C)NC(OC(C)(C)C)=O